1-(3-(3-(2-fluorophenyl)-8,9-dihydropyrido[3',2':4,5]pyrrolo[1,2-a]pyrazin-7(6H)-yl)-3-oxopropoxy)propan FC1=C(C=CC=C1)C1=CC=2C=C3N(CCN(C3)C(CCOCCC)=O)C2N=C1